C1(CC1)C1=NN(C=N1)C1CC2(CN(C2)C(=O)N2C[C@H]3[C@@H](C2)CC(C3)OC3=CC(=C(C=C3)F)Cl)C1 |r| [6-(3-cyclopropyl-1,2,4-triazol-1-yl)-2-azaspiro[3.3]heptan-2-yl]-[rac-(3aS,6aR)-5-(4-fluoro-3-chloro-phenoxy)-3,3a,4,5,6,6a-hexahydro-1H-cyclopenta[c]pyrrol-2-yl]methanone